6-(2-hydroxyethoxy)hexan-1-ol OCCOCCCCCCO